cis-N-Ethyl-5-(4-(4-(methylsulfonyl)piperazin-1-yl)phenyl)hexahydro-pyrrolo[3,4-c]pyrrole-2(1H)-carboxamide C(C)NC(=O)N1C[C@@H]2CN(C[C@@H]2C1)C1=CC=C(C=C1)N1CCN(CC1)S(=O)(=O)C